ClCC=1C=C(C=NC1F)C1C(NC(CC1)=O)=O 3-(5-(Chloromethyl)-6-fluoropyridin-3-yl)piperidine-2,6-dione